O=S1(CCN(CC2=C1C=CC=C2)C2=NC1=CC=C(C=C1C(=N2)N2CC(C2)(O)CNC(OC(C)(C)C)=O)C)=O Tert-butyl ((1-(2-(1,1-dioxido-2,3-dihydrobenzo[f][1,4]thiazepin-4(5H)-yl)-6-methylquinazolin-4-yl)-3-hydroxyazetidin-3-yl)methyl)carbamate